1-((5-(Difluoromethyl)-1H-pyrazol-3-yl)methyl)-3-(6-(difluoromethyl)-5-fluoropyridin-2-yl)-1-(2-methoxypyrimidin-5-yl)urea FC(C1=CC(=NN1)CN(C(=O)NC1=NC(=C(C=C1)F)C(F)F)C=1C=NC(=NC1)OC)F